Zinc asparaginate N[C@@H](CC(N)=O)C(=O)[O-].[Zn+2].N[C@@H](CC(N)=O)C(=O)[O-]